(S)-6-Fluoro-2,10-dimethyl-7-(6-((2-(piperidin-1-yl)propoxy)methyl)pyridin-3-yl)-9,10-Dihydro-8-oxa-2,4,10a-triazanaphtho[2,1,8-cde]azulene-1(2H)-one FC=1C=C2N=CC=3N(C(N4[C@H](COC(=C2C34)C1C=1C=NC(=CC1)COCC(C)N1CCCCC1)C)=O)C